propyne-1-yl 1H-imidazole-1-carboxylate N1(C=NC=C1)C(=O)OC#CC